O1CCN(CC1)CC1=CC=C(C=C1)NC=1N=CC2=C(N1)C(=CS2)C2=CC=C(C=C2)NC(C)=O N-(4-(2-(4-(morpholinomethyl)phenylamino)thieno[3,2-d]pyrimidin-7-yl)phenyl)acetamide